C1(CC1)C1=CC=CC=2C=3N(C(=NC12)N[C@H]1C(NCCNC1)=O)N=C(N3)C=3C=NN(C3)CC3CC3 (6R)-6-({7-cyclopropyl-2-[1-(cyclopropylmethyl)-1H-pyrazol-4-yl][1,2,4]triazolo[1,5-c]quinazolin-5-yl}amino)-1,4-diazepan-5-one